C1(CC1)N(C(=O)C1=CC=2C(=NC(=C3C2N(C=N3)C)NC3=NN(C(=C3)C)C)N1CC)C1CC1 N,N-dicyclopropyl-4-((1,5-dimethyl-1H-pyrazol-3-yl)amino)-6-ethyl-1-methyl-1,6-dihydroimidazo[4,5-d]pyrrolo[2,3-b]pyridine-7-carboxamide